C[C@H]1N(CCNC1)C=1C=C2CCC3(C(NC(CC3)=O)=O)C2=CC1 5-((R)-2-methylpiperazin-1-yl)-2,3-dihydrospiro[indene-1,3'-piperidine]-2',6'-dione